4-(1-ethyl-3-(pyridin-3-yl)-1H-pyrazol-4-yl)-N-(3-(4-methylpiperazin-1-yl)phenyl)pyrimidin-2-amine C(C)N1N=C(C(=C1)C1=NC(=NC=C1)NC1=CC(=CC=C1)N1CCN(CC1)C)C=1C=NC=CC1